trans-1,3,3,3-tetrafluoropropene F\C=C\C(F)(F)F